1-(6-hydroxy-2-pyridyl)pyrrolidine-3-carboxamide OC1=CC=CC(=N1)N1CC(CC1)C(=O)N